1-β-hydroxyethyloxy-2,4-diamino-benzene OCCOC1=C(C=C(C=C1)N)N